C12NCC(CC1)(C2)NC(C)=O N-(2-azabicyclo[2.2.1]heptan-4-yl)acetamide